ethyl (2S)-2-(tert-butoxy)-2-(7-(4-chlorophenyl)-5-methyl-2-(1-methyl-3-(1-(1-(1,1,1-trifluoropropan-2-yl)azetidin-3-yl)piperidin-4-yl)-1H-indazol-5-yl)benzo[d]thiazol-6-yl)acetate C(C)(C)(C)O[C@H](C(=O)OCC)C1=C(C2=C(N=C(S2)C=2C=C3C(=NN(C3=CC2)C)C2CCN(CC2)C2CN(C2)C(C(F)(F)F)C)C=C1C)C1=CC=C(C=C1)Cl